O1C(=CC=C1)C1=CC(=NO1)C(=O)NCCN1C(C=CC=C1)=O 5-(furan-2-yl)-N-(2-(2-oxopyridin-1(2H)-yl)ethyl)isoxazole-3-carboxamide